2-[4-[6-[2-(6-methyl-2-pyridyl)imidazo[1,2-a]pyridin-3-yl]-1,5-naphthyridin-3-yl]pyrazol-1-yl]ethanamine CC1=CC=CC(=N1)C=1N=C2N(C=CC=C2)C1C=1N=C2C=C(C=NC2=CC1)C=1C=NN(C1)CCN